ClC1=C(C=C(C=N1)C1=NNC=2C=CC(=NC21)O[C@H](C)C2=C(C=NC=C2Cl)Cl)F (R)-3-(6-chloro-5-fluoropyridin-3-yl)-5-(1-(3,5-dichloropyridin-4-yl)ethoxy)-1H-pyrazolopyridine